(diethylgermanediyl)bis{(4-methoxyphenyl)methanone} C(C)[Ge](C(=O)C1=CC=C(C=C1)OC)(C(=O)C1=CC=C(C=C1)OC)CC